FC1=C(C=CC=C1F)C(C)(C)NC1=NC(=NC(=N1)NC)C1=CC=C2C=NNC2=C1 N2-[1-(2,3-difluorophenyl)-1-methyl-ethyl]-6-(1H-indazol-6-yl)-N4-methyl-1,3,5-triazine-2,4-diamine